NC1=NN(C2=CC(=CC=C12)C(=O)NC1=CC2=C(C=N1)C=C(N2COCC[Si](C)(C)C)CN2[C@H](CCC2)C)C 3-amino-1-methyl-N-(2-[[(2S)-2-methylpyrrolidin-1-yl]methyl]-1-[[2-(trimethylsilyl)ethoxy]methyl]pyrrolo[3,2-c]pyridin-6-yl)indazole-6-carboxamide